C(=C)C1=CC=C(CN(CCO)CCO)C=C1 4-Vinylbenzyldiethanolamine